ditrimethylolpropane triacrylate C(C=C)(=O)O.C(C=C)(=O)O.C(C=C)(=O)O.C(O)C(CC)(CO)CO.C(O)C(CC)(CO)CO